C1=CC=CC=2C3=CC=CC=C3C(C12)COC(=O)N[C@H](C(=O)O)CC=1C=NC(=CC1)C1CCN(CC1)C(C)=O (S)-2-((((9H-fluoren-9-yl)methoxy)carbonyl)amino)-3-(6-(1-acetylpiperidin-4-yl)pyridin-3-yl)propanoic acid